3-(5-(tert-butyl)isoxazol-3-yl)urea C(C)(C)(C)C1=CC(=NO1)NC(N)=O